8-fluoro-7-isopropoxy-N-(6-methoxypyridin-2-yl)-2-(1-methyl-2-oxabicyclo[2.1.1]hexan-4-yl)imidazo[1,2-a]pyridine-6-carboxamide trifluoroacetate FC(C(=O)O)(F)F.FC=1C=2N(C=C(C1OC(C)C)C(=O)NC1=NC(=CC=C1)OC)C=C(N2)C21COC(C2)(C1)C